FC1=CC(=C(OCCNC)C=C1)C=1C=C2C(=CN1)N(N=C2C=C)C2OCCCC2 2-[4-fluoro-2-(1-tetrahydropyran-2-yl-3-vinyl-pyrazolo[3,4-c]pyridin-5-yl)phenoxy]-N-methyl-ethanamine